1-(fluoromethoxy)-3-(4-((2-(3-((2-methoxy-4-(methylsulfonyl)phenyl)amino)prop-1-yn-1-yl)-1-(2,2,2-trifluoroethyl)-1H-indol-4-yl)amino)piperidin-1-yl)propan-2-ol FCOCC(CN1CCC(CC1)NC1=C2C=C(N(C2=CC=C1)CC(F)(F)F)C#CCNC1=C(C=C(C=C1)S(=O)(=O)C)OC)O